BrCCCCCOC1OCCCC1 2-[(5-bromopentyl)oxy]tetrahydropyran